N-(1-((S)-3-((4-Cyano-3-(trifluoromethyl)phenyl)amino)-2-hydroxy-2-methyl-3-oxopropyl)-1H-pyrazol-4-yl)-5-((4S)-2-oxohexahydro-thieno[3,4-d]imidazol-4-yl)pentanamide C(#N)C1=C(C=C(C=C1)NC([C@@](CN1N=CC(=C1)NC(CCCC[C@@H]1SCC2NC(NC21)=O)=O)(C)O)=O)C(F)(F)F